2-(2-((5-fluorobenzo[d]oxazol-2-yl)amino)benzo[d]oxazol-5-yl)-N-(1-methyl-1H-pyrazol-4-yl)acetamide FC=1C=CC2=C(N=C(O2)NC=2OC3=C(N2)C=C(C=C3)CC(=O)NC=3C=NN(C3)C)C1